N-(2,6-dimethylphenyl)-2-[(1-methylethyl)amino]acetamide CC1=C(C(=CC=C1)C)NC(CNC(C)C)=O